C(C)(C)(C)N1CCN(CC1)C(CC1=NC=C(C=C1)C1=NC(=NC(=C1)C(F)(F)F)Cl)=O tert-Butyl-4-(2-(5-(2-chloro-6-(trifluoromethyl)pyrimidin-4-yl)pyridin-2-yl)acetyl)piperazine